C(C1=CC=CC=C1)OC([C@H](C(C)C)N1C([C@@]2(CCN(C2)C(=O)OCCCC)CC1)=O)=O butyl (R)-7-((S)-1-(benzyloxy)-3-methyl-1-oxobutan-2-yl)-6-oxo-2,7-diazaspiro[4.4]nonane-2-carboxylate